Cl.ClC1=CC=C(C=C1)C(CCN(C)C)=O (4-chlorophenyl)-3-(dimethylamino)propan-1-one hydrochloride